(3α-hydroxy-5α-androstan-17β-yl)glycolic acid O[C@H]1C[C@@H]2CC[C@H]3[C@@H]4CC[C@@H]([C@@]4(C)CC[C@@H]3[C@]2(CC1)C)C(C(=O)O)O